CC1=CC=C(C=C1)N(C1=CC=C(C=C1)C1=CC=C(N(C2=CC=CC=C2)C2=CC=C(C=C2)C)C=C1)C1=CC=CC=C1 N,N'-bis(4-methylphenyl)-N,N'-bis(phenyl)-benzidine